CN(C)CC1CC2=CC=C(C=C2CC1)OCC1=CC=C(C=C1)C1=CC=C(C=C1)OC 2-(N,N-dimethylamino)methyl-6-(4'-methoxybiphenyl-4-yl)methoxytetralin